(S)-1-(4-Chloro-2-(piperidin-2-yl)benzyl)-2-thioxo-1,2,3,5-tetrahydro-4H-pyrrolo[3,2-d]pyrimidin-4-one ClC1=CC(=C(CN2C(NC(C3=C2C=CN3)=O)=S)C=C1)[C@H]1NCCCC1